C(C)[Mo](C1=CC=CC=C1)(CC)(CC)C1=CC=CC=C1 ethylphenyldiethylphenylmolybdenum